Methyl 3-fluoropyridine-2-carboxylate FC=1C(=NC=CC1)C(=O)OC